CN(CCN1C(=NC2=C1C=CC(=C2)S(=O)(=O)C2CN(C2)CCO)CC(C)(C)C)C 2-[3-({1-[2-(dimethyl-amino)ethyl]-2-(2,2-dimethylpropyl)-1H-1,3-benzodiazol-5-yl}sulfonyl)azetidin-1-yl]ethan-1-ol